octadecyl-3-(3,5-di-t-butyl-4-hydroxyphenyl)propionate C(CCCCCCCCCCCCCCCCC)OC(CCC1=CC(=C(C(=C1)C(C)(C)C)O)C(C)(C)C)=O